aluminum tris(tris-hydroxyethyl) phosphate P(=O)(OCC(O)(O)O)(OCC(O)(O)O)OCC(O)(O)O.[Al]